(2-Methoxypyrimidin-5-yl)-1-((5-(trifluoromethyl)-1H-pyrazol-3-yl)methyl)-3-(4,5,6-trifluoropyridin-2-yl)urea COC1=NC=C(C=N1)N(C(=O)NC1=NC(=C(C(=C1)F)F)F)CC1=NNC(=C1)C(F)(F)F